[Cl-].NCCO 2-aminoethanol chloride